2-((2-((4-(Hydroxymethyl)phenyl)amino)-5-(trifluoromethyl)pyrimidin-4-yl)-amino)-N-methylbenzamide OCC1=CC=C(C=C1)NC1=NC=C(C(=N1)NC1=C(C(=O)NC)C=CC=C1)C(F)(F)F